(S)-N-(3,5-difluoro-4-((6-methoxy-7-(2-(methylamino)ethoxy)quinolin-4-yl)oxy)phenyl)-4-(2-fluoropropoxy)pyridine-3-carboxamide FC=1C=C(C=C(C1OC1=CC=NC2=CC(=C(C=C12)OC)OCCNC)F)NC(=O)C=1C=NC=CC1OC[C@H](C)F